methyl N-[4-[7-chloro-6-[(4-chlorophenyl)-methyl-carbamoyl]imidazo[1,2-a]pyridin-3-yl]phenyl]carbamate ClC1=CC=2N(C=C1C(N(C)C1=CC=C(C=C1)Cl)=O)C(=CN2)C2=CC=C(C=C2)NC(OC)=O